C(=O)C1CC2=C(C(=NC(=C2C)OCCN(C(OC(C)(C)C)=O)C(C)C)C)C1 tert-Butyl N-[2-[(6-formyl-1,4-dimethyl-6,7-dihydro-5H-cyclopenta[c]pyridin-3-yl)oxy]ethyl]-N-propan-2-ylcarbamate